1-(3-Aminopyridin-4-yl)phospholane 1-oxide NC=1C=NC=CC1P1(CCCC1)=O